ClC1=C(C=C(C=C1)NC(=O)NC1=CC(=C(C=C1)C#N)CN1CCOCC1)S(=O)(=O)C(F)(F)F 1-(4-chloro-3-((trifluoromethyl)sulfonyl)phenyl)-3-(4-cyano-3-(morpholinomethyl)phenyl)urea